O[C@@H](CNC(=O)[C@@H]1C(CCC[C@H]1C)(C)C)C1=CC=CC=C1 (1S,6R)-N-((R)-2-hydroxy-2-phenylethyl)-2,2,6-trimethylcyclohexane-1-carboxamide